ClC1=CC=C(C=C1)C(=O)N1CCC(CC1)=C (4-chlorophenyl)-(4-methylene-1-piperidinyl)methanone